6-methyl-4-{6-[4-(4-(2-morpholinoethoxy)phenyl)piperidin-1-yl]pyridin-3-yl}-1H-pyrrolo[2,3-c]pyridin-7(6H)-one CN1C(C2=C(C(=C1)C=1C=NC(=CC1)N1CCC(CC1)C1=CC=C(C=C1)OCCN1CCOCC1)C=CN2)=O